C1(CCCC2CCCCC12)C(COC)COC 2-(1-decahydronaphthyl)-1,3-dimethoxypropane